C(C)C1(CNC1)CNC(OC(C)(C)C)=O tert-butyl ((3-ethylazetidin-3-yl)methyl)carbamate